NCCNC(=O)C1CC(C1)NC(=O)C1=C(C=C(C=C1)NC(=O)C=1N(C(=CN1)C1=C(C(=C(C=C1)OC)F)F)C)Cl N-[4-[[3-(2-aminoethyl-carbamoyl)cyclobutyl]carbamoyl]-3-chloro-phenyl]-5-(2,3-difluoro-4-methoxy-phenyl)-1-methyl-imidazole-2-carboxamide